N-Isopropyl-6-methyl-5-(4-(2-((1-(methylsulfonyl)piperidin-4-yl)amino)-5-(trifluoromethyl)pyrimidin-4-yl)-1H-imidazol-1-yl)picolinamide C(C)(C)NC(C1=NC(=C(C=C1)N1C=NC(=C1)C1=NC(=NC=C1C(F)(F)F)NC1CCN(CC1)S(=O)(=O)C)C)=O